3,3'-(piperazine-1,4-diyl)bis(1-(2-ethoxyphenoxy)propan-2-ol) N1(CCN(CC1)CC(COC1=C(C=CC=C1)OCC)O)CC(COC1=C(C=CC=C1)OCC)O